6-[4-[2-(azetidin-3-yloxy)ethoxy]phenoxy]-1-methyl-indazole-5-carboxamide N1CC(C1)OCCOC1=CC=C(OC2=C(C=C3C=NN(C3=C2)C)C(=O)N)C=C1